NC1(CCC1)C(=O)N1CC2N(C=3N(C(N=C(C3)OCC3=CC(=C(C=C3)F)F)=O)C2)CC1 2-(1-Aminocyclobutanecarbonyl)-7-((3,4-difluorobenzyl)oxy)-3,4,11,11a-tetrahydro-1H-pyrazino[1',2':3,4]imidazo[1,2-c]pyrimidin-9(2H)-one